(2s)-2-{(3s)-1-[(2-cyclopropyl-4-{[tri(propan-2-yl)silyl]ethynyl}phenyl)(2H2)methyl]piperidin-3-yl}propane-1,2-diol C1(CC1)C1=C(C=CC(=C1)C#C[Si](C(C)C)(C(C)C)C(C)C)C(N1C[C@H](CCC1)[C@](CO)(C)O)([2H])[2H]